3-(3-chloro-4-methoxyphenyl)-4-methoxy-2-((triisopropylsilyl)-ethynyl)-3H-imidazo[4,5-c]pyridine ClC=1C=C(C=CC1OC)N1C(=NC2=C1C(=NC=C2)OC)C#C[Si](C(C)C)(C(C)C)C(C)C